(1-benzyl-1H-pyrazol-4-yl)(8-(5-((4-bromophenyl)amino)-1,3,4-oxadiazol-2-yl)-2-((S)-2,2-dimethylcyclopropane-1-carbonyl)-2,6-diazaspiro[3.4]octan-6-yl)methanone C(C1=CC=CC=C1)N1N=CC(=C1)C(=O)N1CC2(CN(C2)C(=O)[C@@H]2C(C2)(C)C)C(C1)C=1OC(=NN1)NC1=CC=C(C=C1)Br